ClC1=CC2=C(N=N1)CN(CC2)C(=O)C2CCC2 (3-chloro-5,8-dihydropyrido[3,4-c]pyridazin-7(6H)-yl)(cyclobutyl)methanone